tert-butyl 2-((4-bromophenoxy)methyl)morpholine-4-carboxylate BrC1=CC=C(OCC2CN(CCO2)C(=O)OC(C)(C)C)C=C1